N1(N=CC=C1)C(C)C1=CC(=NC(=N1)C=1SC=C(N1)C)NC1CCC(CC1)(F)F 6-(1-(1H-pyrazol-1-yl)ethyl)-N-(4,4-difluorocyclohexyl)-2-(4-methylthiazol-2-yl)pyrimidin-4-amine